3-((2-(5-fluoro-1H-pyrazolo[3,4-b]pyridin-3-yl)pyrrolo[2,1-f][1,2,4]triazin-4-yl)amino)bicyclo[2.2.2]octane-2-carboxylic acid FC=1C=C2C(=NC1)NN=C2C2=NN1C(C(=N2)NC2C(C3CCC2CC3)C(=O)O)=CC=C1